ClC=1C=C2N(C(C=3N(C2=CC1)C=CN3)=O)C3=C(C=CC=C3C)C 7-Chloro-5-(2,6-dimethylphenyl)imidazo[1,2-a]quinoxalin-4(5H)-one